FC(C1=C(C=CC(=C1)C(F)(F)F)C1=C(C(C(C1(F)F)(F)F)(F)F)C1=C(C=C(C=C1)C(F)(F)F)C(F)(F)F)(F)F 1,2-bis(2,4-bis(trifluoromethyl)phenyl)-3,3,4,4,5,5-hexafluoro-cyclopentene